2-hydroxy-4-methyl-chlorobenzophenone OC1=C(C(=O)C2=CC=CC=C2)C=CC(=C1Cl)C